BrC=1C=C2C(=NC(=NC2=CC1OC)C)N[C@H](C)C1=CC(=CC(=C1)[N+](=O)[O-])C(COC)(F)F (R)-6-Bromo-N-(1-(3-(1,1-difluoro-2-methoxyethyl)-5-nitrophenyl)ethyl)-7-methoxy-2-methylquinazolin-4-amine